BrC1=CN=C2C(=N1)N(C(=N2)N2CCC(CC2)(C)NC(OC(C)(C)C)=O)C tert-butyl (1-(6-bromo-1-methyl-1H-imidazo[4,5-b]pyrazin-2-yl)-4-methylpiperidin-4-yl)carbamate